O=C(CC(OC[C@H](C)NC=1C(=CN(NC1)COCC[Si](C)(C)C)C(F)(F)F)([2H])[2H])N1CCN(CC1)C1=NC=C(C=N1)C(F)(F)F (S)-5-((1-(3-oxo-3-(4-(5-(trifluoromethyl)pyrimidin-2-yl)piperazin-1-yl)propoxyl-1,1-d2)propan-2-yl)amino)-4-(trifluoromethyl)-2-((2-(trimethylsilyl)ethoxy)methyl)pyridazine